C1(CC1)CS(=O)(=O)CP(OC(C)C)(OC(C)C)=O diisopropyl (cyclopropylmethylsulfonyl)methylphosphonate